C(C)(=O)OC1=CC=C(C=C1)[S+](C)CC1=CC=CC=C1 4-acetoxyphenyl-benzylmethyl-sulfonium